NC1=CC=C(C=C1)S(=O)(=O)N1CCN(CC1)CC1=C2C(=NC=3C=C(C(=CC13)OC)F)C1=CC3=C(C(N1C2)=O)COC([C@]3(O)CC)=O (S)-11-((4-((4-aminophenyl)-sulfonyl)piperazin-1-yl)methyl)-4-ethyl-8-fluoro-4-hydroxy-9-methoxy-1,12-dihydro-14H-pyrano[3',4':6,7]indolizino[1,2-b]quinoline-3,14(4H)-dione